C12C(CC(C=C1)C2)C2=CC=C(C=C2)B(O)O (4-(bicyclo[2.2.1]hept-5-en-2-yl)phenyl)boronic acid